FCC1(CCNCC1)C(C)N 1-(4-(fluoromethyl)piperidin-4-yl)ethan-1-amine